C1(CC1)N1N=CC(=C1)N1C=C(C2C(NC(C=C21)=O)=O)C2=C(C(=O)N)C=C(C=C2F)C(F)(F)F (1-(1-cyclopropyl-1H-pyrazol-4-yl)-4,6-dioxo-3a,4,5,6-tetrahydro-1H-pyrrolo[3,2-c]pyridin-3-yl)-3-fluoro-5-(trifluoromethyl)benzamide